1,3,4-triphenyl-1H-pyrrole-2,5-dione C1(=CC=CC=C1)N1C(C(=C(C1=O)C1=CC=CC=C1)C1=CC=CC=C1)=O